N-(3-amino-2,4-difluorophenyl)-2-chloro-5-((1R,3R)-2,2-dichloro-3-(4-fluoro-3-(trifluoromethyl)phenyl)cyclopropane-1-carboxamido)-3-fluorobenzamide NC=1C(=C(C=CC1F)NC(C1=C(C(=CC(=C1)NC(=O)[C@@H]1C([C@H]1C1=CC(=C(C=C1)F)C(F)(F)F)(Cl)Cl)F)Cl)=O)F